N-(cyclopropylmethyl)-1,3-dimethyl-1H-pyrazol-4-amine C1(CC1)CNC=1C(=NN(C1)C)C